COC1=CC=C(C[C@@H]2N(C[C@@H](NC[C@@H](N(C[C@@H](N(C2)CC(=O)O)CC2=CC=C(C=C2)OC)CC(=O)O)CC2=CC=C(C=C2)OC)CC2=CC=C(C=C2)OC)CC(=O)O)C=C1 2,2',2''-((2S,5S,8S,11S)-2,5,8,11-tetrakis(4-methoxybenzyl)-1,4,7,10-tetraazacyclododecane-1,4,7-triyl)triacetic acid